O[C@H](COC=1C=C(C=CC1)S(=O)(=O)NC)CN[C@H]1COC2(C1)CCN(CC2)S(=O)(=O)C=2C=C(C=CC2)C2=CC=C(C=C2)CNCC(C)C 3-((S)-2-hydroxy-3-((R)-8-(4'-((isobutylamino)methyl)biphenyl-3-ylsulfonyl)-1-oxa-8-azaspiro[4.5]decan-3-ylamino)propoxy)-N-methylbenzenesulfonamide